propylidene-3-amino-methyl-3,5,5-trimethylcyclohexylamine C(CC)=C1C(CC(CC1(C)N)(C)C)NC